(R)-1-(4-(8-(but-3-en-1-yloxy)imidazo[1,2-b]pyridazin-6-yl)-5-methoxypyridin-2-yl)-N-ethylethan-1-amine C(CC=C)OC=1C=2N(N=C(C1)C1=CC(=NC=C1OC)[C@@H](C)NCC)C=CN2